C12C(=CC(CC1)N2)C=2C(=C(C(=CC2)O)N2CC(NS2(=O)=O)=O)F 5-(3-(7-azabicyclo[2.2.1]hept-2-en-2-yl)-2-fluoro-6-hydroxyphenyl)-1,2,5-thiadiazolidin-3-one 1,1-dioxide